3,3-diethylhexane C(C)C(CC)(CCC)CC